C(C)S(=O)(=O)C1=CC=C(C=C1)C1=NNC(=C1O)C 3-(4-(ethylsulfonyl)phenyl)-5-methyl-pyrazol-4-ol